(3S)-3-(7-{[(4R)-8-Chloro-4-ethyl-7-fluoro-1,1-dioxido-3,4-dihydro-2H-5,1,2-benzoxathiazepin-2-yl]methyl}-1-benzothiophen-5-yl)-3-(1,4-dimethyl-1H-benzotriazol-5-yl)propanoic acid ClC1=CC2=C(O[C@@H](CN(S2(=O)=O)CC2=CC(=CC=3C=CSC32)[C@H](CC(=O)O)C3=C(C2=C(N(N=N2)C)C=C3)C)CC)C=C1F